((3R,5R)-4-(4-chloro-2-fluorobenzoyl)-3,5-dimethylpiperazin-1-yl)(2-fluoro-4-methoxyphenyl)methanone ClC1=CC(=C(C(=O)N2[C@@H](CN(C[C@H]2C)C(=O)C2=C(C=C(C=C2)OC)F)C)C=C1)F